BrC1=C(C=C2C(=NC(=NC2=C1)Cl)N([C@H]1[C@H](N(CC1)C(=O)OC(C)(C)C)C)CC)F tert-butyl (2R,3R)-3-((7-bromo-2-chloro-6-fluoroquinazolin-4-yl)(ethyl)amino)-2-methylpyrrolidine-1-carboxylate